O=C1NC(CCC1N1C(C2=CC=C(C=C2C1=O)CN1CCC(=CC1)C1=CSC=C1C)=O)=O 2-(2,6-dioxopiperidin-3-yl)-5-((4-(4-methylthiophen-3-yl)-3,6-dihydropyridine-1(2H)-yl)methyl)isoindoline-1,3-dione